2-((4-(1-hydroxy-2,2-dimethylpropyl)-2-(2-methoxy-7-methylquinoxalin-5-yl)benzo[d]thiazol-6-yl)oxy)ethyl (5-cyanopyridin-3-yl)carbamate C(#N)C=1C=C(C=NC1)NC(OCCOC1=CC2=C(N=C(S2)C2=C3N=CC(=NC3=CC(=C2)C)OC)C(=C1)C(C(C)(C)C)O)=O